OCCOC1=C(C2=CC=C(C=C2C=C1)C1=CC=CC=C1)C(C)(C)C1=C(C=CC2=CC(=CC=C12)C1=CC=CC=C1)OCCO bis(2-hydroxyethoxy-6-phenylnaphthyl)-propane